CC1S(=O)(=O)CCC1 Methylsulfolane